FC1([C@@H]([C@@H](N(C1)C(=O)C1CC(C1)F)CC=1C(=C(C=CC1)C1=CC(=CC(=C1)F)F)F)NS(=O)(=O)C)F N-{(2S,3R)-4,4-difluoro-1-((1r,3S)-3-fluorocyclobutane-1-carbonyl)-2-[(2,3',5'-trifluoro[1,1'-biphenyl]-3-yl)methyl]-pyrrolidin-3-yl}methanesulfonamide